CC1=CC=C2C(=N1)N(C(=N2)N)C2=CC=C(C=C2)OC methyl-2-amino-3-(4-methoxyphenyl)-3H-imidazo[4,5-b]pyridine